C(CCCCCCCCCCC)(=O)N(C)CC(=O)O.N(CCO)(CCO)CCO triethanolamine N-lauroyl-sarcosinate